O1CCN(CC1)C[B-](F)(F)F.[K+] potassium ((morpholino)methyl)trifluoroborate